8-(2-((tert-Butoxycarbonyl)amino)ethyl)-11-(4-((tert-butyldimethylsilyl)oxy)-2,6-dimethylbenzyl)-2,2-dimethyl-4,9-dioxo-3-oxa-5,7,10-triazadodec-5-en-12-oic acid amide C(C)(C)(C)OC(=O)NCCC(NC=NC(OC(C)(C)C)=O)C(NC(C(=O)N)CC1=C(C=C(C=C1C)O[Si](C)(C)C(C)(C)C)C)=O